C(C)(C)(C)OC(=O)N1CC2(C(C(C1)(C)C)=NNC2=O)CC2=CC=CC=C2 3a-Benzyl-7,7-dimethyl-3-oxo-2H,4H,6H-pyrazolo[4,3-c]pyridine-5-carboxylic acid tert-butyl ester